C[C@@]1(CC[C@H]2[C@@H]3[C@H]([C@@H]([C@@H]4[C@](CC=5C=NNC5C4)([C@H]3CC[C@@]21C)C)O)O)O (1S,3aS,3bR,4R,5R,5aS,10aR,10bS,12aS)-1,10a,12a-trimethyl-1,2,3,3a,3b,4,5,5a,6,7,10,10a,10b,11,12,12a-hexadecahydrocyclopenta[5,6]naphtho[1,2-f]indazole-1,4,5-triol